2-(methacryloyloxy)benzoic acid-3,3,5-trimethylcyclohexyl ester CC1(CC(CC(C1)C)OC(C1=C(C=CC=C1)OC(C(=C)C)=O)=O)C